P(O)(=O)(OP(=O)(O)OP(=O)(O)O)OC[C@@H]1[C@H]([C@H]([C@@H](O1)N1C(=O)NC(=O)C=C1)O)O uridine triphosphat